[Cl-].C[NH+]1CC1 N-methyl-aziridinium chloride